NC[C@@]1([C@@H]2CCN(C[C@H]12)C1=CN=C2C(=N1)NN=C2C2=C(C=C(C#N)C=C2)Cl)C2=C(C=CC=C2)F 4-(6-((1S,6R,7R)-7-(aminomethyl)-7-(2-fluorophenyl)-3-azabicyclo[4.1.0]heptan-3-yl)-1H-pyrazolo[3,4-b]pyrazin-3-yl)-3-chlorobenzonitrile